(1aR,5aR)-2-Pyrazin-2-yl-1a,2,5,5a-tetrahydro-1H-2,3-diaza-cyclopropa[a]pentalene-4-carboxylic acid ((R)-2-hydroxy-1-tetrahydro-pyran-4-yl-ethyl)-amide OC[C@@H](C1CCOCC1)NC(=O)C=1C=2C[C@@H]3[C@H](C2N(N1)C1=NC=CN=C1)C3